2-[1H-benzimidazol-2-yl-(5-fluoro-2-hydroxy-phenyl)methyl]-8-fluoro-6-[4-(1-methyl-4-piperidinyl)phenyl]isoquinolin-1-one, hydrochloride Cl.N1C(=NC2=C1C=CC=C2)C(N2C(C1=C(C=C(C=C1C=C2)C2=CC=C(C=C2)C2CCN(CC2)C)F)=O)C2=C(C=CC(=C2)F)O